CSC(NC1=CC2=C(N=CN=C2N[C@H](C)C2=C(C(=CC=C2)C(F)F)F)OC1=O)=S (R)-(4-((1-(3-(difluoromethyl)-2-fluorophenyl)ethyl)amino)-7-oxo-7H-pyrano[2,3-d]pyrimidin-6-yl)dithiocarbamic acid methyl ester